6-(4-(difluoromethoxy)phenyl)-2-((3-phenyl-1,2,4-oxadiazol-5-yl)methyl)pyridazin-3(2H)-one FC(OC1=CC=C(C=C1)C=1C=CC(N(N1)CC1=NC(=NO1)C1=CC=CC=C1)=O)F